C(CCCCCCCCCCCCCCC)(=O)OCCCCCCCCCCCCCCCCCCCCCC n-docosyl hexadecanoate